C(C(Cl)(Cl)Cl)(Cl)(Cl)Cl 1,1,2,2,2-hexachloroethane